[N+](=O)([O-])C1=CC=C(C=C1)NS(O)(=O)=O 4-Nitrophenyl-sulfamic acid